C(#C)C1=C(C=CC=C1)C1=NC=C(C=N1)C(=O)N (2-ethynylphenyl)pyrimidine-5-carboxamide